C(CCCC#CCCCCCOC1OCCCC1)OC1OCCCC1 2'-(undec-5-yne-1,11-diylbis(oxy))bis(tetrahydro-2H-pyran)